FC=1C=CC=C2C(N(C(=NC12)N1CCN(CC1)C1=CC(=CC=C1)OC)C1=C(C=CC(=C1)C(F)(F)F)OC)CC(=O)O {8-fluoro-2-[4-(3-methoxyphenyl)piperazin-1-yl]-3-[2-methoxy-5-(trifluoromethyl)phenyl]-3,4-di-hydroquinazolin-4-yl}acetic acid